2-((2R,4R)-2-(1-cyclopropyl-1H-pyrazol-4-yl)tetrahydro-2H-pyran-4-yl)-4-(2,4-difluorophenyl)-7-methylpteridine C1(CC1)N1N=CC(=C1)[C@@H]1OCC[C@H](C1)C1=NC2=NC(=CN=C2C(=N1)C1=C(C=C(C=C1)F)F)C